[Sr].[Sm].CC(CNC1=CC(=CC(=C1)NCC(CC)(C)C)NCC(CC)(C)C)(CC)C 1,3,5-tris(2,2-dimethylbutylamino)benzene samarium-strontium